2-(3,5-dichloro-4-((1-oxo-2,5,6,7-tetrahydro-1H-cyclopenta[d]pyridazin-4-yl)oxy)phenyl)-3,5-dioxo-2,3,4,5-tetrahydro-1,2,4-triazine-6-carbonitrile ClC=1C=C(C=C(C1OC=1C2=C(C(NN1)=O)CCC2)Cl)N2N=C(C(NC2=O)=O)C#N